undec-10-ynoyl fluoride C(CCCCCCCCC#C)(=O)F